2-(((3R,4S)-4-(4-cyano-2-isopropoxy-phenoxy)-3-hydroxy-3-(hydroxymethyl)pyrrolidin-1-yl)sulfonyl)-5-(trifluoromethyl)benzonitrile C(#N)C1=CC(=C(O[C@@H]2[C@@](CN(C2)S(=O)(=O)C2=C(C#N)C=C(C=C2)C(F)(F)F)(CO)O)C=C1)OC(C)C